C1(=CC=CC=C1)C(C1=CC=CC=C1)(C1=CC=CC=C1)SCCCCCCC(CCCCCCSC(C1=CC=CC=C1)(C1=CC=CC=C1)C1=CC=CC=C1)=O 1,13-bis-(triphenylmethyl)mercaptotridecan-7-one